C(C=C)[C@@]1([C@H]([C@H]([C@@H](C1)N=[N+]=[N-])O)O)COCC1=CC=C(C=C1)OC (1s,2r,3s,5r)-3-allyl-5-azido-3-(((4-methoxybenzyl)oxy)methyl)cyclopentane-1,2-diol